4-chloro-1-(4-(4-(6-hydroxy-2-(4-hydroxyphenyl)benzo[b]thiophene-3-carbonyl)phenoxy)piperidin-1-yl)butan-1-one ClCCCC(=O)N1CCC(CC1)OC1=CC=C(C=C1)C(=O)C=1C2=C(SC1C1=CC=C(C=C1)O)C=C(C=C2)O